BrC=1C=C(C=CC1)C1=CC(=C(N1)C(=O)OCC)CC1CC1 ethyl 5-(3-bromophenyl)-3-(cyclopropylmethyl)-1H-pyrrole-2-carboxylate